C1(CC1)OC1=NC=C(C(=N1)C)N1C(NC2(C1)CCC(CC2)(C2=CC(=CC=C2)F)N(C)C)=O 3-(2-cyclopropoxy-4-methylpyrimidin-5-yl)-8-(dimethylamino)-8-(3-fluorophenyl)-1,3-diazaspiro[4.5]decan-2-one